CCCCCCCCCCCCCCCC The molecule is a straight-chain alkane with 16 carbon atoms. It is a component of essential oil isolated from long pepper. It has a role as a plant metabolite, a volatile oil component and a non-polar solvent.